8-methyl-5-(4-(trifluoromethyl)phenyl)-1,3,4,5-tetrahydro-2H-pyrido[4,3-b]indole-2-sulfonamide CC1=CC=2C3=C(N(C2C=C1)C1=CC=C(C=C1)C(F)(F)F)CCN(C3)S(=O)(=O)N